OB1OC(C2=C1C=CC(=C2)C=2NC(C1=C(N2)CCSC1)=O)(C)C 2-(1-hydroxy-3,3-dimethyl-1,3-dihydrobenzo[c][1,2]oxaborol-5-yl)-3,5,7,8-tetrahydro-4H-thiopyrano[4,3-d]pyrimidin-4-one